(3S)-3-[8-(4-oxo-1-piperidyl)-2,3-dihydro-1,4-benzoxazin-4-yl]piperidine-2,6-dione O=C1CCN(CC1)C1=CC=CC=2N(CCOC21)[C@@H]2C(NC(CC2)=O)=O